C(O)(O)=O.C1(=CC=CC=C1)O.C1(=CC=CC=C1)O bis-phenol carbonate